Cl.NC1C(N(C2=C(OC1)C=CC=N2)C)=O 3-amino-5-methyl-2,3-dihydropyrido[3,2-b][1,4]Oxazepine-4(5H)-one hydrochloride